CC1=C(C=CC(=C1)C)Br 2,4-dimethylphenyl bromide